(2S,3S)-1-carbamimidoyl-2-methylazetidine-3-carboxylic acid C(N)(=N)N1[C@H]([C@H](C1)C(=O)O)C